4-methylsulfanyl-2-[[4-[4-(4-pyridinyl)-1H-pyrazol-3-yl]phenoxy]methyl]quinoline tert-butyl-(3S,5S)-4-(7-bromo-6-chloro-quinazolin-4-yl)-3,5-dimethyl-piperazine-1-carboxylate C(C)(C)(C)OC(=O)N1C[C@@H](N([C@H](C1)C)C1=NC=NC2=CC(=C(C=C12)Cl)Br)C.CSC1=CC(=NC2=CC=CC=C12)COC1=CC=C(C=C1)C1=NNC=C1C1=CC=NC=C1